C(#N)CNC1=CC=C(C=C1)CCC#N 3-{4-[(cyanomethyl)amino]phenyl}propanenitrile